CC[C@H](/C=C/C=C\\C/C=C\\C/C=C\\C=C\\[C@H](CCCC(=O)O)OO)O The molecule is a polyunsaturated fatty acid that is (6E,8Z,11Z,14Z,16E)-icosapentaenoic acid substituted at positions 5 and 18 by hydroperoxy and hydroxy groups respectively (the 5S, 18R-stereoisomer). It has a role as a human blood serum metabolite and a human xenobiotic metabolite. It is a conjugate acid of a 5(S)-hydroperoxy-18(R)-hydroxy-(6E,8Z,11Z,14Z,16E)-icosapentaenoate.